(3aS,4R,6aR)-4-(4-boronobutyl)-1-((1-(cyclohexanecarbonyloxy)-2-methylpropoxy)carbonyl)octahydropyrrolo[3,4-b]pyrrole-4-carboxylic acid B(O)(O)CCCC[C@]1(NC[C@@H]2N(CC[C@@H]21)C(=O)OC(C(C)C)OC(=O)C2CCCCC2)C(=O)O